P(=O)(OCC)(OC(CC)CCCCC)OC(CC)CCCCC ethyl di-(3-octyl) phosphate